ClC1=CC=C(C=C1)C=1N(C(=NN1)SCC(=O)NC1CCCCC1)C1=CC=CC=C1 ((5-(4-chlorophenyl)-4-phenyl-4H-1,2,4-triazole-3-yl)thio)-N-cyclohexyl-acetamide